benzyl 5-[4-[tert-butoxycarbonyl (methyl) amino] cyclohexen-1-yl]-4,6-difluoro-indoline-1-carboxylate C(C)(C)(C)OC(=O)N(C1CC=C(CC1)C=1C(=C2CCN(C2=CC1F)C(=O)OCC1=CC=CC=C1)F)C